N1=CC=C(C=C1)N1C2=C(OCC1)C(=NC=C2)N 1-(pyridine-4-yl)-1H,2H,3H-pyrido[3,4-b][1,4]oxazine-5-amine